6-(1-Methyl-1H-pyrazol-4-yl)-3-(4-(phenoxymethyl)cyclohexyl)pyrazolo[1,5-a]pyridine CN1N=CC(=C1)C=1C=CC=2N(C1)N=CC2C2CCC(CC2)COC2=CC=CC=C2